CN(C)C=C1C(N(C2=CC(=CC=C12)C(CCC(=O)O)=O)CC)=O 4-(3-((dimethylamino)methylene)-1-ethyl-2-oxoindol-6-yl)-4-oxobutanoic acid